CC1=CC(=CC(=N1)N1CC(CC1)C(=O)O)C(F)(F)F 1-[6-methyl-4-(trifluoromethyl)pyridin-2-yl]Pyrrolidine-3-carboxylic acid